1,2-dioleyloxy-2,3-dioleyloxy-propane C(CCCCCCC\C=C/CCCCCCCC)OCC(COCCCCCCCC\C=C/CCCCCCCC)(OCCCCCCCC\C=C/CCCCCCCC)OCCCCCCCC\C=C/CCCCCCCC